(+)-3-carene CC1=CC[C@@H]2[C@H](C1)C2(C)C